(S)-1-(4-(6-amino-5-(trifluoromethoxy)pyridin-3-yl)-1-(3-morpholinobicyclo[1.1.1]pentan-1-yl)-1H-imidazol-2-yl)-2-methylpropan-1-ol NC1=C(C=C(C=N1)C=1N=C(N(C1)C12CC(C1)(C2)N2CCOCC2)[C@H](C(C)C)O)OC(F)(F)F